OC=1C(=CC=2C(C3=CC=CC=C3C(C2C1O)=O)=O)NS(=O)(=O)C1=CC=C(C=C1)C#N N-(3,4-dihydroxy-9,10-dioxo-9,10-dihydroanthracen-2-yl)-4-cyanobenzenesulfonamide